C(C)OC(=O)[C@H]1CN([C@H](C1)C1=C(C(=CC=C1OCOC)Cl)Cl)S(=O)(=O)C1=CC=C(C=C1)C (3R,5R)-5-[2,3-dichloro-6-(methoxymethoxy)phenyl]-1-(4-methylbenzenesulfonyl)pyrrolidine-3-carboxylic acid ethyl ester